C(CC)(=O)N[C@H](C1=CC=CC=C1)C(=O)O propionyl-(R)-phenylglycine